C(C)(=O)NC=1N=CC(=NC1)N1CCC(CC1)CC(=O)NC=1C(N(C=C(C1)C(F)(F)F)C)=O 2-(1-(5-acetamidopyrazin-2-yl)piperidin-4-yl)-N-(1-methyl-2-oxo-5-(trifluoromethyl)-1,2-dihydropyridin-3-yl)acetamide